C(C1=CC=CC=C1)N1S(C(C(C2=C1N=C(N2C2=CC=CC=C2)SC)=O)CC)(=O)=O 1-benzyl-3-Ethyl-6-(methylthio)-5-phenyl-3,5-dihydroimidazo[4,5-c][1,2]thiazine-4(1H)-one 2,2-dioxide